CC=1SC(=CC1C(=O)NC1=NC(=NS1)CC(C)O)C1=CC(=CC=C1)OC(F)F 2-Methyl-5-(3-(difluoromethoxy)phenyl)-N-(3-(2-hydroxypropyl)-1,2,4-thiadiazol-5-yl)thiophene-3-Formamide